COCOC(C1=C(C(=C(C(=C1C)CC)OC(C1=C(C(=C(C=C1C)O)C)C)=O)CC)C)=O.C(C)OC(CN1CCCCC1)OCC 1-(2,2-diethoxyethyl)piperidine methoxymethyl-3,5-diethyl-4-((4-hydroxy-2,3,6-trimethylbenzoyl)oxy)-2,6-dimethylbenzoate